(S)-5-chloro-N-(2,4-dimethoxybenzyl)-2-fluoro-4-((1-(2-fluorophenyl)propyl)amino)-N-(thiazol-2-yl)benzenesulfonamide ClC=1C(=CC(=C(C1)S(=O)(=O)N(C=1SC=CN1)CC1=C(C=C(C=C1)OC)OC)F)N[C@@H](CC)C1=C(C=CC=C1)F